ClC1=C(C=CC=C1)[C@@H](C(=O)NC1CC(C1)(F)F)N(C(=O)[C@H]1N(C(CC1)=O)C1=NC=CC(=C1)C#N)C=1C=NC=CC1 (S)-N-((S)-1-(2-chlorophenyl)-2-((3,3-difluorocyclobutyl)amino)-2-oxoethyl)-1-(4-cyanopyridin-2-yl)-5-oxo-N-(pyridin-3-yl)pyrrolidine-2-carboxamide